C(C\C=C/CC)OC(CCCCC#N)OCC\C=C/CC 6,6-bis(((Z)-hex-3-en-1-yl)oxy)hexanenitrile